FCC(C(CC(=O)O)NC(C(CC)N1C(C2=CC(=CC=C2C1)C1=C2C=CN=CC2=CC=C1)=O)=O)=O 5-fluoro-3-(2-(6-(isoquinolin-5-yl)-1-oxoisoindolin-2-yl)butanamido)-4-oxopentanoic acid